(S)-4-{2-[4-(2,3-dihydrobenzo[b][1,4]dioxin-6-yl)-4-oxobutyrylamino]-2-(4-ethylthiazol-2-yl)ethyl}phenylaminosulfonic acid O1C2=C(OCC1)C=C(C=C2)C(CCC(=O)N[C@@H](CC2=CC=C(C=C2)NS(=O)(=O)O)C=2SC=C(N2)CC)=O